O=C1NC(=NC2=CC(=CC=C12)C(=O)NC1=CC=CC=C1)CSC1CCOCC1 4-oxo-N-phenyl-2-(((tetrahydro-2H-pyran-4-yl)thio)methyl)-3,4-dihydroquinazolin-7-carboxamide